OC1=C(N(N=C1C)CCC1=CC=C(C=C1)OC)C1=NNC(=N1)C=1N=C(N2C1C=NC(=C2)C)C(=O)N 1-[3-[4-hydroxy-2-[2-(4-methoxyphenyl)ethyl]-5-methyl-pyrazol-3-yl]-1H-1,2,4-triazol-5-yl]-6-methyl-imidazo[1,5-a]pyrazine-3-carboxamide